NC1=CC=C(C=N1)/C=C/C(=O)NCC1=NN2C(C=C(C=C2C2=CC=C(C=C2)F)C2=CC=C(C=C2)C(=O)N2CCC3(CC(CC3=O)(F)F)CC2)=C1 (E)-3-(6-aminopyridin-3-yl)-N-((5-(4-(3,3-difluoro-1-oxo-8-azaspiro[4.5]decane-8-carbonyl)phenyl)-7-(4-fluorophenyl)pyrazolo[1,5-a]pyridin-2-yl)methyl)acrylamide